Cl.N1C(CCC1)CNC(C)=O N-(Pyrrolidin-2-Ylmethyl)Acetamide HCl Salt